FC1=C(C(=CC(=C1)C(NC)=O)F)C=1N=C2N(C=CC(=N2)C)C1C[C@H]1CN(CCO1)C(=O)OC methyl (S)-2-((2-(2,6-difluoro-4-(methylcarbamoyl)phenyl)-7-methylimidazo[1,2-a]pyrimidin-3-yl)methyl)morpholine-4-carboxylate